ClC1=C(OC=2C(=CC=C3C[C@H](C(N(C23)C)=O)NC(=O)N)CC)C=C(C=C1)F ((3R)-8-(2-chloro-5-fluorophenoxy)-7-ethyl-1-methyl-2-oxo-1,2,3,4-tetrahydroquinolin-3-yl)urea